IC=1N=C(N2N=CNC(C21)=O)C(C)C 5-iodo-7-isopropylimidazo[5,1-f][1,2,4]triazin-4(3H)-one